FC(C(C(F)(F)F)OC(=O)N1CCC2(C[C@H]2C(NC=2C=NC(=CC2)N2N=CC=C2)=O)CC1)(F)F.C(CC)[SiH2]OCCOCC1=CC=CC2=CC=CC=C12 |o1:15| propyl-(naphthyl)methoxyethoxysilane 1,1,1,3,3,3-Hexafluoropropan-2-yl-(R or S)-1-((6-(1H-pyrazol-1-yl)pyridin-3-yl)carbamoyl)-6-azaspiro[2.5]octane-6-carboxylate